C1=CC=CC=2C3=CC=CC=C3C(C12)COC(=O)N[C@H](C(=O)OC(C(=O)[O-])CC(C)C)C(C)C ((S)-2-((((9H-fluoren-9-yl)methoxy)carbonyl)amino)-3-methylbutanoyl)oxy-4-methylpentanoate